OC1=C(C=C(C=C1)C(CCC(=O)O)(C)C1=CC(=C(C=C1)O)[N+](=O)[O-])[N+](=O)[O-] 4,4-bis-(4-hydroxy-3-nitrophenyl)-pentanoic acid